4-nitro-1H-pyrazole-5-carbonitrile [N+](=O)([O-])C=1C=NNC1C#N